[Si](C1=CC=CC=C1)(C1=CC=CC=C1)(C(C)(C)C)OCC[C@H](CCOC1=NC(=CC=C1S(=O)NC(OC(C)(C)C)=O)C)C tert-butyl ((2-(((S)-5-((tert-butyldiphenylsilyl)oxy)-3-methylpentyl)oxy)-6-methylpyridin-3-yl)sulfinyl)carbamate